NC=1C=2N(C=CN1)C(=NC2C2=C(C=C(C=C2)C(C(F)(F)F)(C2=CC=CC=C2)O)F)[C@H]2CN1C(CC[C@@H]1CC2)=O (6R,8aS)-6-{8-Amino-1-[2-fluoro-4-(2,2,2-trifluoro-1-hydroxy-1-phenylethyl)phenyl]imidazo[1,5-a]pyrazin-3-yl}hexahydroindolizin-3(2H)-on